(S)-5-(4-hydroxy-4-methyl-isoxazolidine-2-carbonyl)-1-isobutyl-3-methyl-6-(naphthalen-1-ylmethyl)-1,6-dihydro-2H-pyrrolo[3,4-d]pyrimidine-2,4(3H)-dione O[C@]1(CN(OC1)C(=O)C=1N(C=C2N(C(N(C(C21)=O)C)=O)CC(C)C)CC2=CC=CC1=CC=CC=C21)C